5-(3-(2-aminobenzo[d]oxazol-6-yl)-2-fluoro-6-hydroxyphenyl)-1,2,5-thiadiazolidin-3-one 1,1-dioxide NC=1OC2=C(N1)C=CC(=C2)C=2C(=C(C(=CC2)O)N2CC(NS2(=O)=O)=O)F